C#CCCCC(=O)O The molecule is a hexynoic acid in which the triple bond is between the carbons at positions 5 and 6. It is a hexynoic acid and a terminal acetylenic compound.